1-(pyridin-4-ylmethyl)-4-(1-(4-(trifluoromethyl)phenyl)-1H-indazol-3-yl)pyridin-2(1H)-one N1=CC=C(C=C1)CN1C(C=C(C=C1)C1=NN(C2=CC=CC=C12)C1=CC=C(C=C1)C(F)(F)F)=O